(S)-4-(3-aminopiperidin-1-yl)-N-(2-(2-fluoro-6-methoxyphenyl)pyrimidin-4-yl)-6'-(piperidin-4-yl)-[3,3'-bipyridin]-6-amine hydrochloride Cl.N[C@@H]1CN(CCC1)C1=C(C=NC(=C1)NC1=NC(=NC=C1)C1=C(C=CC=C1OC)F)C=1C=NC(=CC1)C1CCNCC1